O=C1N(CC2=CC(=CC=C12)N1N=NC(=C1)C1=C(C=CC=C1)C)C1C(NC(CC1)=O)=O 3-(1-oxo-5-(4-(o-tolyl)-1H-1,2,3-triazol-1-yl)isoindolin-2-yl)piperidine-2,6-dione